NC1=C(C(=NN1[C@@H]1C[C@H](CC1)F)C1=CC=C(C=C1)CNC(C1=C(C=CC=C1)OC)=O)C(=O)N 5-Amino-1-[(1S,3S)-3-fluorocyclopentyl]-3-[4-[[(2-methoxybenzoyl)amino]methyl]phenyl]pyrazole-4-carboxamide